(S)-quinuclidin-3-yl (5-(chroman-6-yl)-2,2-dimethyl-2,3-dihydro-1H-inden-1-yl)carbamat O1CCCC2=CC(=CC=C12)C=1C=C2CC(C(C2=CC1)NC(O[C@@H]1CN2CCC1CC2)=O)(C)C